C(OC1=CC=C(C=C1)C1CCN(CC1)CCCC)(OC1=CC=2C(=C3C(=NC2C=C1)C1=CC2=C(C(N1C3)=O)COC([C@]2(O)CC)=O)CC)=O (S)-4-(1-butylpiperidin-4-yl)phenyl (4,11-diethyl-4-hydroxy-3,14-dioxo-3,4,12,14-tetrahydro-1H-pyrano[3',4':6,7]indolizino[1,2-b]quinolin-9-yl) carbonate